tert-butyl (2-((2-(N,N-bis(4-methoxybenzyl)sulfamoyl)-4-(5,5-dimethyl-1,3,2-dioxaborinan-2-yl)-3-(1-(4-methoxybenzyl)-1H-tetrazol-5-yl)phenyl)sulfonyl)ethyl)carbamate COC1=CC=C(CN(S(=O)(=O)C2=C(C=CC(=C2C2=NN=NN2CC2=CC=C(C=C2)OC)B2OCC(CO2)(C)C)S(=O)(=O)CCNC(OC(C)(C)C)=O)CC2=CC=C(C=C2)OC)C=C1